ClC1=CC=C(OCCN(C)CC2=NC(=NC(=N2)NC2=CC=C(C=C2)C)N)C=C1 6-(((2-(4-chlorophenoxy)ethyl)(methyl)amino)methyl)-N2-(p-tolyl)-1,3,5-triazine-2,4-diamine